OCCOCC(COCCO)(COCCO)COCCO 2,2'-((2,2-bis((2-hydroxyethoxy)methyl)propane-1,3-diyl)bis(oxy))bis(ethan-1-ol)